C(C)C1=CC=2C3(N4N(C2C=C1)C(C(=C4C)C4=C(C=CC=C4)O)=O)C(=NN(C3=O)C3=CC=C(C=C3)CC)C 7'-Ethyl-1-(4-ethylphenyl)-2'-(2-hydroxyphenyl)-1',3-dimethyl-3'H-spiro[pyrazole-4,9'-pyrazolo[1,2-a]indazole]-3',5(1H)-dione